sodium 2,2'-methylenebis(4-ethyl-6-tert-butylphenyl) phosphate P1(=O)(OC2=C(C=C(C=C2C(C)(C)C)CC)CC2=C(C(=CC(=C2)CC)C(C)(C)C)O1)[O-].[Na+]